O=C(NC)NCCOCCOCCOCCOCCOCCOCCOCCOCCOCCOCCOCCOCCOCCOCCOCCOCCOCCOCCOCCOCCOCCOCCOCCOCCC(=O)O 3-oxo-7,10,13,16,19,22,25,28,31,34,37,40,43,46,49,52,55,58,61,64,67,70,73,76-tetracosaoxa-2,4-diazanonaheptacontan-79-oic acid